[Sn+2].C(C)C(C(=O)O)CCCC 2-Ethyl-hexanoic acid tin (II)